tert-butyl (S)-(1-cyclohexyl-2-((5-(3,5-dimethylisoxazol-4-yl)pyridin-2-yl)amino)-2-oxoethyl)carbamate C1(CCCCC1)[C@@H](C(=O)NC1=NC=C(C=C1)C=1C(=NOC1C)C)NC(OC(C)(C)C)=O